O=C1N(C(C2=CC=CC=C12)=O)CC(C(=O)NC1=CC=2C(=CN=CC2)S1)C1=CC=C(C=C1)CCO 3-(1,3-dioxoisoindolin-2-yl)-2-(4-(2-hydroxyethyl)phenyl)-N-(thieno[2,3-c]pyridin-2-yl)propanamide